3-{4-[(2-cyclopropylethyl)[(1s,4s)-4-{4-[(4-methoxyphenyl)methyl]-1,2,4-triazol-3-yl}cyclohexyl]amino]-1-oxo-3H-isoindol-2-yl}piperidine-2,6-dione C1(CC1)CCN(C1=C2CN(C(C2=CC=C1)=O)C1C(NC(CC1)=O)=O)C1CCC(CC1)C1=NN=CN1CC1=CC=C(C=C1)OC